ethyl (S)-2-((2-((4-chloro-2-fluorobenzyl)oxy)-3-(trifluoromethyl)-5,8-dihydro-1,7-naphthyridin-7(6H)-yl)methyl)-3-(oxetan-2-ylmethyl)-3H-imidazo[4,5-c]pyridine-6-carboxylate ClC1=CC(=C(COC2=NC=3CN(CCC3C=C2C(F)(F)F)CC2=NC3=C(C=NC(=C3)C(=O)OCC)N2C[C@H]2OCC2)C=C1)F